copper zinc sulfide lead [Pb+2].[S-2].[Zn+2].[Cu+2].[S-2].[S-2]